ClC=1C=2C(N=C3N(C2C=CC1)C1=CC(=CC=C1C31CC(C1)N(C(C)=O)C)C1CCNCC1)=O N-(4'-chloro-5'-oxo-10'-(piperidin-4-yl)-5'H-spiro[cyclobutane-1,7'-indolo[1,2-a]quinazolin]-3-yl)-N-methylacetamide